N-[(2-chlorophenyl)methyl]-1-cyclobutyl-5-oxopyrrolidine-3-carboxamid ClC1=C(C=CC=C1)CNC(=O)C1CN(C(C1)=O)C1CCC1